silver selenide tellurium [Te+2].[Se-2].[Ag+]